N(=[N+]=[N-])CCC1CC(C1)C1=C2CN(C(C2=CC=C1)=O)C1C(NC(CC1)=O)=O 3-(4-(3-(2-azidoethyl)cyclobutyl)-1-oxoisoindolin-2-yl)piperidine-2,6-dione